C1(CC1)C[C@@H](C(=O)OCC1=CC(=CC=C1)[N+](=O)[O-])NC(C[C@H]1N(C(CC1)=O)CC1=C(C(=CC(=C1)F)F)F)=O 3-Nitrobenzyl (S)-3-cyclopropyl-2-(2-((S)-5-oxo-1-(2,3,5-trifluorobenzyl)-pyrrolidin-2-yl)acetamido)propanoate